NC1=NN2C(C=C(C=C2)C=2C=C(C(=NC2)C)C(=O)NCC2=NC=CC=C2OCC2CCC2)=N1 5-{2-amino-[1,2,4]triazolo-[1,5-a]pyridin-7-yl}-N-{[3-(cyclobutylmethoxy)-pyridin-2-yl]methyl}-2-methylpyridine-3-carboxamide